5-cyclopropyl-N-(4-methoxybenzyl)-N-(5-methyl-1-(tetrahydro-2H-pyran-2-yl)-1H-pyrazol-3-yl)-6-(1-methyl-1H-pyrazol-4-yl)-2-(methylsulfonyl)pyrimidin-4-amine C1(CC1)C=1C(=NC(=NC1C=1C=NN(C1)C)S(=O)(=O)C)N(C1=NN(C(=C1)C)C1OCCCC1)CC1=CC=C(C=C1)OC